N(=[N+]=[N-])C1=CC(=C(C=C1)NCCC1=C(C=CC=C1)CCN1[C@H]([C@@H]([C@H]([C@@H](C1)O)O)O)CO)[N+](=O)[O-] (2S,3S,4S,5R)-1-[2-(2-{2-[(4-azido-2-nitrophenyl)amino]ethyl}phenyl)ethyl]-2-(hydroxymethyl)piperidine-3,4,5-triol